chlorobenzoyl sulfide ClC1=C(C(=O)SC(C2=C(C=CC=C2)Cl)=O)C=CC=C1